(3-Chlorophenyl)-[3-[2-(6-methyl-2-pyridinyl)ethynyl]-6,8-dihydro-5H-[1,2,4]triazolo[4,3-a]pyrazin-7-yl]methanone ClC=1C=C(C=CC1)C(=O)N1CC=2N(CC1)C(=NN2)C#CC2=NC(=CC=C2)C